FC1=CC=C(C=C1)C1(CN(CC1)C(=O)OCC1=CC=CC=C1)NS(=O)(=O)C1=CC(=C(C=C1)OC(F)(F)F)[N+](=O)[O-] benzyl 3-(4-fluorophenyl)-3-[[3-nitro-4-(trifluoromethoxy)phenyl]sulfonylamino]pyrrolidine-1-carboxylate